C(C(C)C)N1CCC(CC1)N1CCC(CC1)C1=CC2=C(C=N1)N=C(N2C)C2=CC=C(C=C2)S(=O)(=O)C 6-(1'-isobutyl-[1,4'-bipiperidin]-4-yl)-1-methyl-2-(4-(methylsulfonyl)phenyl)-1H-imidazo[4,5-c]pyridine